(2R,3S)-methyl-3-(2-nitrophenyl)-1,4-dioxaspiro[4.4]nonane-2-carboxylate COC(=O)[C@@H]1OC2(O[C@H]1C1=C(C=CC=C1)[N+](=O)[O-])CCCC2